(S)-1-(4-((2-(2,3-dihydrobenzo[b][1,4]dioxin-6-yl)pyrrolidin-1-yl)methyl)phenyl)-4-(methylsulfonyl)piperazine O1C2=C(OCC1)C=C(C=C2)[C@H]2N(CCC2)CC2=CC=C(C=C2)N2CCN(CC2)S(=O)(=O)C